(2R,3R,4S,5S)-2-(4-Amino-5-(2-(pyrimidin-5-yl)ethyl)-7H-pyrrolo[2,3-d]pyrimidin-7-yl)-5-((((3-methyl-5-phenylisoxazol-4-yl)methyl)thio)methyl)tetrahydrofuran-3,4-diol NC=1C2=C(N=CN1)N(C=C2CCC=2C=NC=NC2)[C@@H]2O[C@@H]([C@H]([C@H]2O)O)CSCC=2C(=NOC2C2=CC=CC=C2)C